S(=O)(=O)(C1=CC=C(C)C=C1)NN tosyl-hydrazine